tetrahydro-6H-benzo[c]chromene-9-carboxylic acid C1C=2C3=C(COC2CCC1)C=CC(=C3)C(=O)O